C(C)OC(CC1=C(C=C(C=C1)OC)OCC1=C(OC2=C1C=C(C=C2)C2=CC(=CC=C2)CN)C(C)O)=O.C2(CCCCC2)P(C2=C(C=CC=C2)C2=C(C=CC=C2OC(C)C)OC(C)C)C2CCCCC2 dicyclohexyl-(2',6'-diisopropyloxy-[1,1'-biphenyl]-2-yl)phosphane ethyl-2-(2-((5-(3-(aminomethyl)phenyl)-2-(1-hydroxyethyl)benzofuran-3-yl)methoxy)-4-methoxyphenyl)acetate